(S)-Malat C([C@@H](O)CC(=O)[O-])(=O)[O-]